FC(C1=NC=CC(=C1)C1=NC(=C(C=C1)OC[C@](CC(=C)C)(N)C)C(F)F)F (S)-1-((2',6-bis(difluoromethyl)-[2,4'-bipyridyl]-5-yl)oxy)-2,4-dimethylpent-4-en-2-amine